OCCN1N=CC(=C1)C(=O)N[C@@H]1CCC2=CC(=CC=C12)C1=NOC(=N1)COC (R)-1-(2-hydroxyethyl)-N-(5-(5-(methoxymethyl)-1,2,4-oxadiazol-3-yl)-2,3-dihydro-1H-inden-1-yl)-1H-pyrazole-4-carboxamide